(R)-6-chloro-5-fluoro-1'-(1-((2-(trimethylsilyl)ethoxy)methyl)-4-vinyl-1H-imidazole-2-carbonyl)spiro[benzo[d][1,3]oxazine-4,3'-piperidin]-2(1H)-one ClC1=C(C2=C(NC(O[C@@]23CN(CCC3)C(=O)C=3N(C=C(N3)C=C)COCC[Si](C)(C)C)=O)C=C1)F